1-(9-ethyl-2-hydrazino-8-(pyridin-4-yl)-9H-purin-6-yl)piperidin-4-ol C(C)N1C2=NC(=NC(=C2N=C1C1=CC=NC=C1)N1CCC(CC1)O)NN